CC(CC1=CC=CC=C1)NBr bromoamphetamine